C(=C\C)/OB(O)O trans-propenyl-boric acid